OC1=CC=C(C=C1)C(CCC(=O)O)(C)C1=CC=C(C=C1)O 4,4-bis(4'-hydroxyphenyl)pentanoic acid